C(#N)CC=1N=C2N(N(C(C(=C2N2[C@H](CN([C@@H](C2)CC)C(C)C2=CC=C3C(=N2)SC(=N3)C)CC)C#N)=O)C)C1 2-(cyanomethyl)-8-((2s,5r)-2,5-diethyl-4-(1-(2-methylthiazolo[5,4-b]pyridin-5-yl)ethyl)piperazin-1-yl)-5-methyl-6-oxo-5,6-dihydroimidazo[1,2-b]pyridazine-7-carbonitrile